6-(4-{[2-chloro-6-(trifluoromethyl)phenyl]methoxy}phenyl)-4,6-diazaspiro[2.4]heptane-5,7-dione ClC1=C(C(=CC=C1)C(F)(F)F)COC1=CC=C(C=C1)N1C(NC2(CC2)C1=O)=O